NC1=NC=2N(C(C=NC2C(=N1)Cl)=O)CCN1CCN(CC1)C1CCCC1 2-amino-4-chloro-8-(2-(4-cyclopentylpiperazin-1-yl)ethyl)pteridine-7(8H)-one